F[C@H]1C[C@H](N2N=C(N=C21)C(=O)[C@H]2[C@@H](C2)C(=O)N)C2=CC=CC=C2 trans-2-((5S,7S)-7-fluoro-5-phenyl-6,7-dihydro-5H-pyrrolo[1,2-b][1,2,4]triazole-2-carbonyl)cyclopropanecarboxamide